4-(4,4,5,5-tetramethyl-1,3,2-dioxaborolan-2-yl)-1-trityl-1H-pyrazole CC1(OB(OC1(C)C)C=1C=NN(C1)C(C1=CC=CC=C1)(C1=CC=CC=C1)C1=CC=CC=C1)C